phosphorus(V) pentachloride P(Cl)(Cl)(Cl)(Cl)Cl